ClC=1C(=CC(=NC1)N1CC2(CCN2C(=O)OC(C)(C)C)C1)OC1=C(C=C(C=C1)N1N=CN(C1=O)CC1=C(C=CC=C1F)F)F tert-butyl 6-(5-chloro-4-(4-(4-(2,6-difluorobenzyl)-5-oxo-4,5-dihydro-1H-1,2,4-triazol-1-yl)-2-fluorophenoxy) pyridin-2-yl)-1,6-diazaspiro[3.3]heptane-1-carboxylate